O=C1NC(CCC1N1C(C2=CC=C(C=C2C1=O)N(C1C(CC2=CC=CC=C12)NC)C)=O)=O 2-(2,6-dioxopiperidin-3-yl)-5-(methyl(2-(methylamino)-2,3-dihydro-1H-inden-1-yl)amino)isoindoline-1,3-dione